S1C=NC2=C1C=CC(=C2)C(C)N(C(C(=O)OC)=O)CC2CC2 methyl 2-((1-(benzo[d]thiazol-5-yl)ethyl)(cyclopropylmethyl)amino)-2-oxoacetate